S(SCCCNC(=O)C1=CC2=CC=CC(=C2C=C1)C1=CC=C(C=C1)C(F)(F)F)CCCNC(=O)C1=CC2=CC=CC(=C2C=C1)C1=CC=C(C=C1)C(F)(F)F N,N'-(disulfanediylbis(propane-3,1-diyl))bis(5-(4-(trifluoromethyl)phenyl)-2-naphthamide)